[C@H]12CN(C[C@H](CC1)N2)C2=NC(=NC1=C(C(=C(C=C21)F)C2=CNC1=CC=CC(=C21)C(F)(F)F)F)OCC21CCCN1CCC2 4-((1R,5S)-3,8-diazabicyclo[3.2.1]octan-3-yl)-6,8-difluoro-2-((tetrahydro-1H-pyrrolizin-7a(5H)-yl)methoxy)-7-(4-(trifluoromethyl)-1H-indol-3-yl)quinazoline